C(C)(C)(C)OOC(C)(C)C1=CC=CC=C1 t-butyl-α-cumylperoxide